ON1C(C2=CC=CC=C2C1=O)=O 2-hydroxy-isoindoline-1,3-dione